NC1=C(C(=O)O)C=CC=C1S(=O)(=O)N1CCC(CC1)O 2-amino-3-((4-hydroxypiperidin-1-yl)sulfonyl)benzoic acid